C(CCCCCCCCCCCCCCC)(=O)NCCC[NH2]=O Palmitamidopropylamine Oxide